N-cyclopentyl-2-[(2S,4R)-4-hydroxy-1-[2-(3-methoxyisoxazol-5-yl)-3-methyl-butyryl]pyrrolidin-2-yl]-N-[[4-(4-methylthiazol-5-yl)phenyl]methyl]-1H-imidazole-4-carboxamide C1(CCCC1)N(C(=O)C=1N=C(NC1)[C@H]1N(C[C@@H](C1)O)C(C(C(C)C)C1=CC(=NO1)OC)=O)CC1=CC=C(C=C1)C1=C(N=CS1)C